FC(CN(C1=NC=2N(C3=CC=C(C=C13)F)C(=NN2)C)C=2C=NC=C(C2)C#CC2(CC2)C(F)(F)F)F N-(2,2-difluoroethyl)-7-fluoro-1-methyl-N-(5-((1-(trifluoromethyl)cyclopropyl)ethynyl)pyridin-3-yl)-[1,2,4]triazolo[4,3-a]quinazolin-5-amine